ClC1=CC=C(C=N1)N1C(NC2=NC=CC=C21)=O (6-chloro-3-pyridinyl)-1H-imidazo[4,5-b]pyridin-2-one